C(C)C1OCCCN(C1)CC1=CC(=C2CN(C(C2=C1)=O)C=1C=C(C=CC1)C1(CC(C1)C#N)CC1=NN=CN1C)C(F)(F)F (1r,3r)-3-(3-(6-((2-ethyl-1,4-oxaazepan-4-yl)methyl)-1-oxo-4-(trifluoromethyl)isoindolin-2-yl)phenyl)-3-((4-methyl-4H-1,2,4-triazol-3-yl)methyl)cyclobutane-1-carbonitrile